(2S)-2-(tert-butoxycarbonylamino)-4-[[1,1-dimethyl-4-(5,6,7,8-tetrahydro-1,8-naphthyridin-2-yl)butyl]-(2-methoxyethyl)amino]butanoic acid C(C)(C)(C)OC(=O)N[C@H](C(=O)O)CCN(CCOC)C(CCCC1=NC=2NCCCC2C=C1)(C)C